S1N=CC(=C1)C1=C(N[C@H](C)C=2C=C(C=C3C(C(=C(OC23)C2=CC=CC=C2)C)=O)C)C=CC=C1 8-[(1R)-1-(2-Isothiazol-4-ylanilino)ethyl]-3,6-dimethyl-2-phenyl-chromen-4-one